OCCCCCCCCN1C=[N+](C(=C1)CCCCCCCCO)CCCCCCCCO 1,3,4-tris(8-hydroxyoctyl)imidazolium